C1(CCCC1)N1N=NC2=C1C=CC(=C2)C2=NOC(=N2)C2=CC=C(C=C2)SC 3-(1-cyclopentyl-1H-benzo[d][1,2,3]triazol-5-yl)-5-(4-(methylthio)phenyl)-1,2,4-oxadiazole